1,6-dichloro-4-isopropyl-2,7-diazanaphthalene ClC1=NC=C(C2=CC(=NC=C12)Cl)C(C)C